C(=O)O.CC(C)(C)[S@@](=O)N[C@@H]1C\C=C/C[C@H](S[C@@H]2[C@@H]([C@H]([C@H]([C@@H]1O2)O)O)O)CN2CCCC2 (R)-2-methyl-N-((1R,3S,8R,9R,10R,11S,12R,Z)-10,11,12-trihydroxy-3-(pyrrolidin-1-ylmethyl)-13-oxa-2-thiabicyclo[7.3.1]tridec-5-en-8-yl)propane-2-sulfinamide formate salt